B(O)(O)C1=CC(=C(C(=O)NCCCC[C@H](NC(=O)C2=CC3=C(B(OC3)O)C=C2F)C(=O)O)C=C1)F N6-(4-borono-2-fluorobenzoyl)-N2-(6-fluoro-1-hydroxy-1,3-dihydrobenzo[c][1,2]oxaborole-5-carbonyl)-L-lysine